rac-4-(hydroxymethyl)-2,2-dimethyl-oxazolidine-3-carboxylic acid tert-butyl ester C(C)(C)(C)OC(=O)N1C(OC[C@H]1CO)(C)C |r|